((2R,7aR)-2-fluoro-6-methyltetrahydro-1H-pyrrolizin-7a(5H)-yl)methanol F[C@@H]1C[C@]2(CC(CN2C1)C)CO